ON1C(CC(CC1(C)C)OC(CCCCCCCCCC)=O)(C)C 1-hydroxy-2,2,6,6-tetramethylpiperidin-4-ylundecanoate